ClC=1C(=CC(=NC1)OC)C1=CC(=NN1)C(=O)N1C(CC(CC1C)C(=O)OC)C Methyl 1-(5-(5-chloro-2-methoxypyridin-4-yl)-1H-pyrazole-3-carbonyl)-2,6-dimethylpiperidine-4-carboxylate